FC1=C(C(=C(C(=C1B1OC(C(O1)(C)C)(C)C)[2H])[2H])[2H])N 2-fluoro-3-(4,4,5,5-tetramethyl-1,3,2-dioxaborolan-2-yl)phenyl-4,5,6-d3-amine